N-ethyl-3-(3-isopropyl-2-(8-methoxy-[1,2,4]triazolo[1,5-a]pyridin-6-yl)-1H-pyrrolo[2,3-c]pyridin-5-yl)-N-methylcyclopentan-1-amine C(C)N(C1CC(CC1)C=1C=C2C(=CN1)NC(=C2C(C)C)C=2C=C(C=1N(C2)N=CN1)OC)C